(1s,4s)-4-((6'-((2-(1-(Cyclopropylsulfonyl)-1H-pyrazol-4-yl)pyrimidin-4-yl)amino)-6-(hydroxymethyl)-[2,3'-bipyridin]-4'-yl)amino)-1-methylcyclohexan-1-ol C1(CC1)S(=O)(=O)N1N=CC(=C1)C1=NC=CC(=N1)NC1=CC(=C(C=N1)C1=NC(=CC=C1)CO)NC1CCC(CC1)(O)C